1-methyl-5-[3-(trifluoromethyl)-1H-pyrazol-4-yl]Imidazole-2-carboxamide CN1C(=NC=C1C=1C(=NNC1)C(F)(F)F)C(=O)N